C(C1=CC=CC=C1)OC1=NC=C(C=C1[C@H]1CN2[C@H](CO1)CN(CC2)C(=O)C2=C(C(=CC=C2)OC)Cl)Cl [(3S,9aS)-3-(2-benzyloxy-5-chloro-3-pyridyl)-3,4,6,7,9,9a-hexahydro-1H-pyrazino[2,1-c][1,4]oxazin-8-yl]-(2-chloro-3-methoxy-phenyl)methanone